6-methoxy-2-[(1R,4R)-4-[(1-[4-(2,6-dioxopiperidin-3-yl)-2-fluorophenyl]piperidin-4-yl(methyl)amino)methyl]cyclohexyl]indazol-5-yl-6-(trifluoromethyl)pyridine-2-carboxamide COC=1C(=CC2=CN(N=C2C1)C1CCC(CC1)CN(C)C1CCN(CC1)C1=C(C=C(C=C1)C1C(NC(CC1)=O)=O)F)C=1C(=NC(=CC1)C(F)(F)F)C(=O)N